NC1CC(N(C1)C1=CC=C(C=C1)S(=O)(=O)N1CCN(CC1)C1=NC(=CC(=C1)C(C1=NC=CC=C1)(F)F)Cl)=O 4-Amino-1-[4-[4-[6-chloro-4-[difluoro(2-pyridyl)methyl]-2-pyridyl]piperazin-1-yl]sulfonylphenyl]pyrrolidin-2-one